3-(N,N-dibenzylamino)propyltriethoxysilane C(C1=CC=CC=C1)N(CC1=CC=CC=C1)CCC[Si](OCC)(OCC)OCC